(trifluoromethyl)-trimethylsilane FC(F)(F)[Si](C)(C)C